2-(4-acetylphenyl)-10-amino-9,11-dibromo-7,7-dimethyl-5,12b-dihydro-1H,7H-chromeno[4,3-c][1,2,4]triazolo[1,2-a]Pyridazine C(C)(=O)C1=CC=C(C=C1)N1CN2N(CC=C3C2C=2C=C(C(=C(C2OC3(C)C)Br)N)Br)C1